COC1CN(C1)C1=CC=C(C=N1)C1=NN2C(O[C@@H](CC2)C)=C1C(=O)O (5R)-2-[6-(3-Methoxyazetidin-1-yl)pyridin-3-yl]-5-methyl-6,7-dihydro-5H-pyrazolo[5,1-b][1,3]oxazine-3-carboxylic acid